6-(Azetidin-1-yl)-N-[(2-(benzyloxy)-5-(tert-butyl)phenyl)sulfonyl]-4-fluorobenzofuran-2-carboxamide N1(CCC1)C1=CC2=C(C=C(O2)C(=O)NS(=O)(=O)C2=C(C=CC(=C2)C(C)(C)C)OCC2=CC=CC=C2)C(=C1)F